NCCNC(CC(C(=O)N)=CN1C(C=CC1=O)=O)=O (2-((2-aminoethyl)amino)-2-oxoethyl)-3-(2,5-dioxo-2,5-dihydro-1H-pyrrol-1-yl)acrylamide